(2R,4aS,6aS,12bR,14aS,14bR)-10-hydroxy-2,4a,6a,9,12b,14a-hexamethyl-11-oxo-1,2,3,4,4a,5,6,6a,11,12b,13,14,14a,14b-tetradecahydropicene-2-carboxylic acid OC1=C(C2=CC=C3[C@]4(CC[C@]5(CC[C@](C[C@H]5[C@@]4(CC[C@]3(C2=CC1=O)C)C)(C(=O)O)C)C)C)C